indium gondoate C(CCCCCCCCC\C=C/CCCCCCCC)(=O)[O-].[In+3].C(CCCCCCCCC\C=C/CCCCCCCC)(=O)[O-].C(CCCCCCCCC\C=C/CCCCCCCC)(=O)[O-]